5-amino-N-tert-butyl-2-(4,5-dioxaborolan-2-yl)benzenesulfonamide NC=1C=CC(=C(C1)S(=O)(=O)NC(C)(C)C)C1BOOC1